7-(8-chloronaphthalen-1-yl)-8-fluoro-2-((tetrahydro-1H-pyrrolizin-7a(5H)-yl)methoxy)-4-(2,2,2-trifluoroethoxy)pyrido[4,3-d]pyrimidine ClC=1C=CC=C2C=CC=C(C12)C1=C(C=2N=C(N=C(C2C=N1)OCC(F)(F)F)OCC12CCCN2CCC1)F